5-(3-phenylpropyl)-1-(propane-2-yl)-1H-pyrrole-2-carboxylate C1(=CC=CC=C1)CCCC1=CC=C(N1C(C)C)C(=O)[O-]